C1(CCCCC1)C(C)O[C@@H]([C@@H](C(N1CCCCC1)=O)NC(=O)[C@@H]1CN(CC12CN(C2)C(=O)[C@@H]2C(C2)(C)C)C(=O)C2=CN=CS2)C (8S)-N-((2S,3r)-3-(1-cyclohexylethoxy)-1-oxo-1-(piperidin-1-yl)butan-2-yl)-2-((S)-2,2-dimethylcyclopropane-1-carbonyl)-6-(thiazole-5-carbonyl)-2,6-diazaspiro[3.4]Octane-8-carboxamide